NC1=CC=C(OC2=CC=C(C=C2)S(=O)(=O)C2=CC=C(C=C2)OC2=CC=C(C=C2)N)C=C1 bis(4-(4-aminophenoxy) phenyl) sulphon